(2S,5R)-6-(benzyloxy)-N-(cyclopropylsulfonyl)-7-oxo-1,6-diazabicyclo[3.2.1]octan-2-carboxamidine C(C1=CC=CC=C1)ON1[C@@H]2CC[C@H](N(C1=O)C2)C(=N)NS(=O)(=O)C2CC2